CC1CCC(=NC1)C=1C=C2C3(C(NC2=CC1)=O)CC3 5'-(5-Methyl-3,4,5,6-tetrahydropyridin-2-yl)spiro[cyclopropane-1,3'-indoline]-2'-one